O=C1NC(CCC1N1C(C2=CC=C(C=C2C1)N1CCN(CC1)C1CCN(CC1)C(=O)N1CCN(CC1)CCOC1=CC=C(C=C1)\C(=C(/CC)\C1=CC=CC=C1)\C1=CC=C(C=C1)B(O)O)=O)=O (E)-(4-(1-(4-(2-(4-(4-(4-(2-(2,6-dioxopiperidin-3-yl)-1-oxoisoindolin-5-yl)piperazin-1-yl)piperidine-1-carbonyl)piperazin-1-yl)ethoxyl)phenyl)-2-phenylbut-1-en-1-yl)phenyl)boronic acid